4-[4-fluoro-1-[(3R)-2,6-dioxo-3-piperidyl]-indolin-5-yl]-piperidine-1-carboxylic acid tert-butyl ester C(C)(C)(C)OC(=O)N1CCC(CC1)C=1C(=C2CCN(C2=CC1)[C@H]1C(NC(CC1)=O)=O)F